(R)-3-(1-Acryloylpyrrolidin-3-yl)-7-amino-1-(4-(3,5-difluorophenoxy)phenyl)-1,5-dihydro-4H-pyrrolo[2,3-d]pyridazin-4-on C(C=C)(=O)N1C[C@H](CC1)C1=CN(C=2C(=NNC(C21)=O)N)C2=CC=C(C=C2)OC2=CC(=CC(=C2)F)F